2-[2-(1-piperidinyl)propoxy]ethyl-N-methyl-N-propyl-amine N1(CCCCC1)C(COCCN(CCC)C)C